FC(C(=O)O)(F)F.C=C1CNC1 3-methyleneazetidine 2,2,2-trifluoroacetate salt